6,N6-dimethyl-N4-(4-(6-(2-methylpyridin-4-ylamino)-3H-imidazo[4,5-b]pyridin-2-yl)phenyl)quinoline-4,6-diamine CC1(CC=2C(=CC=NC2C=C1)NC1=CC=C(C=C1)C1=NC=2C(=NC=C(C2)NC2=CC(=NC=C2)C)N1)NC